N-((1-(4-cyano-3-trifluoromethylphenyl)-4-methyl-1H-pyrazol-3-yl)methyl)-4-fluorobenzamide C(#N)C1=C(C=C(C=C1)N1N=C(C(=C1)C)CNC(C1=CC=C(C=C1)F)=O)C(F)(F)F